(3R)-3-(2-(8-oxa-3-azabicyclo[3.2.1]octane-3-carbonyl)-6-(4,4,5,5-Tetramethyl-1,3,2-dioxaborolan-2-yl)-1,2,3,4-tetrahydroisoquinolin-8-yl)morpholine-4-carboxylic acid tert-Butyl ester C(C)(C)(C)OC(=O)N1[C@@H](COCC1)C=1C=C(C=C2CCN(CC12)C(=O)N1CC2CCC(C1)O2)B2OC(C(O2)(C)C)(C)C